NC1CC(N2C1COC1=C2C=CC(=C1)S(=O)(=O)N1CCN(CC1)C1=NC(=CC(=C1)C(C1CCC(CC1)C(=O)NCCCN)(F)F)Cl)=O 4-[[2-[4-[(3-Amino-1-oxo-2,3,3a,4-tetrahydropyrrolo[2,1-c][1,4]benzoxazin-7-yl)sulfonyl]piperazin-1-yl]-6-chloro-4-pyridyl]-difluoro-methyl]-N-(3-aminopropyl)cyclohexanecarboxamide